CC1=CC(=NC=C1C(C(F)(F)F)(F)F)N 4-methyl-5-(pentafluoroethyl)pyridin-2-amine